N[C@@H](CNC=1C2=C(N=CN1)C(=CC(=N2)C2=CC=C(C=C2)CN2CCOCC2)C(=O)N)C (R)-4-((2-aminopropyl)amino)-6-(4-(morpholinomethyl)phenyl)pyrido[3,2-d]pyrimidine-8-carboxamide